(R)-1-(6-aminopyridin-3-yl)-6-fluoro-7-(2-(((3-methylpyridin-2-yl)oxy)methyl)pyrrolidin-1-yl)-4-oxo-1,4-dihydro-quinoline-3-carboxylic acid NC1=CC=C(C=N1)N1C=C(C(C2=CC(=C(C=C12)N1[C@H](CCC1)COC1=NC=CC=C1C)F)=O)C(=O)O